CN(C(=O)C1=CC=C(C=C1)C=1C=C2C(=NN(C2=CC1)CCO[C@H]1OCCCC1)C(=O)NCC1=CC=C(C=C1)C(NC)=O)C |r| rac-(R)-5-(4-(dimethylcarbamoyl)phenyl)-N-(4-(methylcarbamoyl)benzyl)-1-(2-((tetrahydro-2H-pyran-2-yl)oxy)ethyl)-1H-indazole-3-carboxamide